C(#N)C1=C2C=CC(=NC2=CC(=C1)NC(OC(C)(C)C)=O)[C@@H]1[C@H](C1)C1=NC=CC(=N1)C |r| rac-tert-butyl (5-cyano-2-((1S*,2S*)-2-(4-methylpyrimidin-2-yl)cyclopropyl)quinolin-7-yl)carbamate